1,3,6-trisaminohexane NCCC(CCCN)N